N-[5-isopropyl-4-(2-isopropylphenyl)-6-(2-methylphenoxy)pyrimidin-2-yl]-1-methyl-pyrazole-4-sulfonamide C(C)(C)C=1C(=NC(=NC1OC1=C(C=CC=C1)C)NS(=O)(=O)C=1C=NN(C1)C)C1=C(C=CC=C1)C(C)C